C(CCCCCCCCCCCCCCC)NCCN palmityl-ethylenediamine